3-phenyl-1H-pyrazol-5-amine C1(=CC=CC=C1)C1=NNC(=C1)N